4-Methoxy-N'-[4-(1-methylindol-3-yl)pyrimidin-2-yl]-6-(4-methylpiperazin-1-yl)benzene-1,3-diamine COC1=C(C=C(C(=C1)N1CCN(CC1)C)N)NC1=NC=CC(=N1)C1=CN(C2=CC=CC=C12)C